2-{[(2S)-1,4-dioxan-2-yl]methyl}-4-methyl-N-{[(2S)-oxolan-2-yl]methyl}-8-(trifluoromethyl)-4,5-dihydro-2H-furo[2,3-g]indazole-7-carboxamide O1[C@H](COCC1)CN1N=C2C3=C(CC(C2=C1)C)OC(=C3C(F)(F)F)C(=O)NC[C@H]3OCCC3